FC([C@@H]1[C@H](C1)C1=NC(=NN2C1=CC=C2)C=2C(=NC(=NC2)OC)OC)F ((1S,2S)-2-(difluoromethyl)cyclopropyl)-2-(2,4-dimethoxypyrimidin-5-yl)pyrrolo[2,1-f][1,2,4]triazine